tert-butyl 6-(6-amino-5-nitropyridin-2-yl)-2,6-diazaspiro[3.3]heptane-2-carboxylate NC1=C(C=CC(=N1)N1CC2(CN(C2)C(=O)OC(C)(C)C)C1)[N+](=O)[O-]